Cl.CN1N=NN=C1C1CCNCC1 4-(1-methyl-1H-tetrazol-5-yl)piperidine hydrochloride salt